CN1C=C(C2=CC=CC=C12)C(C(=O)O)C(=O)O 2-(1-methyl-1H-indol-3-yl)malonic acid